ClC=1C=C(C(=NC1)OC)N[C@H](C)C1=CC=C(S1)C(=O)N[C@H](C(=O)N[C@H]1C(C1)(F)F)CC1CCCC1 (2S)-2-({5-[(1R)-1-[(5-chloro-2-methoxypyridin-3-yl)amino]ethyl]thiophen-2-yl}formamido)-3-cyclopentyl-N-[(1R)-2,2-difluorocyclopropyl]propanamide